FC(C(OC(C(OC(C(C(C(F)(F)F)(F)F)(F)F)(F)F)(F)F)(F)F)(F)F)(O)F Perfluoro-3,6-dioxadecan-1-ol